FC=1C(=C2C=NNC2=CC1)C=1C=NNC1 5-fluoro-4-(1H-pyrazol-4-yl)-1H-indazole